O=S1([C@@H](CCC1)C1=CC=C(C=C1)NC(=O)NCC1=CC=C(C=C1)Cl)=O {[4-((2S)-1,1-dioxothiolan-2-yl)phenyl]amino}-N-[(4-chlorophenyl)methyl]carboxamide